2,2,2-trichloroethyl (E)-(1-cyclopentyl-1-(6-methyl-4,8-dioxo-1,3,6,2-dioxazaborocan-2-yl)but-2-en-1-yl)sulfamate C1(CCCC1)C(\C=C\C)(B1OC(CN(CC(O1)=O)C)=O)NS(OCC(Cl)(Cl)Cl)(=O)=O